COC(C(C(=O)OC)(C#N)CC1C(C(CCC1)CC(C(=O)OC)(C(=O)OC)C#N)CC(C(=O)OC)(C(=O)OC)C#N)=O.CN1C(CCC1C)=O 1,5-dimethyl-pyrrolidone hexamethyl-2,2',2''-(cyclohexane-1,2,3-triyltris(methylene))tris(2-cyanomalonate)